ClC1=C(C(=CC=C1Cl)O)[C@H]1C[C@@H]2N(C(CN(C2=O)CCO)=O)CC1 (8R,9aS)-8-(2,3-dichloro-6-hydroxyphenyl)-2-(2-hydroxyethyl)-hexahydropyrido[1,2-a]pyrazine-1,4-dione